2-(4-amino-6-phenyl-9H-pyrimido[4,5-b]Indol-9-yl)acetyl-N-(6-bromopyridin-2-yl)-5-methyl-2-azabicyclo[3.1.0]Hexane-3-carboxamide NC1=NC=NC=2N(C3=CC=C(C=C3C21)C2=CC=CC=C2)CC(=O)C21NC(CC1(C2)C)C(=O)NC2=NC(=CC=C2)Br